3-(phenylthio)quinoxaline C1(=CC=CC=C1)SC=1C=NC2=CC=CC=C2N1